(1R)-1-(5-chloropyridin-2-yl)ethylamine hydrochloride Cl.ClC=1C=CC(=NC1)[C@@H](C)N